ClC1=C(N=CN1C)C1=CC=C(C(=C1C=1N=C2N(C=CC(=C2)C(=O)O)C1F)F)F 2-(6-(5-chloro-1-methyl-1H-imidazol-4-yl)-2,3-difluorophenyl)-3-fluoroimidazo[1,2-a]pyridine-7-carboxylic acid